P(=O)([O-])(F)F.[Cs+] CESIUM DIFLUOROPHOSPHATE